benzo[b]thiophen-3-yl-(2-methyl-3-phenyl-2,4,5,7-tetrahydro-6H-pyrazolo[3,4-c]pyridin-6-yl)methanone S1C2=C(C(=C1)C(=O)N1CC=3C(CC1)=C(N(N3)C)C3=CC=CC=C3)C=CC=C2